(±)-N-tert-butyl-1-(3-(4-hydroxyphenyl)acryloyl)-3-methylene-2-(pyridin-2-yl)indoline-2-carboxamide C(C)(C)(C)NC(=O)[C@]1(N(C2=CC=CC=C2C1=C)C(C=CC1=CC=C(C=C1)O)=O)C1=NC=CC=C1 |r|